O1CCC2=C1C=C(C=C2)[C@@H](C)N2CCN(CC2)C2=NC=C(C=N2)S(=O)(C)=N (2-(4-((R)-1-(2,3-dihydrobenzofuran-6-yl)ethyl)piperazin-1-yl)pyrimidin-5-yl)(imino)(methyl)-λ6-sulfanone